(S)-1-(3-morpholinopropoxy)-1-oxopropan O1CCN(CC1)CCCOC(CC)=O